C(C)(C)(C)OC(=O)N1CCC(CC1)N1C=C2C(NN=C(C2=CC1=O)C)=O 4-(1-methyl-4,7-dioxo-3,7-dihydropyrido[3,4-d]pyridazin-6(4H)-yl)piperidine-1-carboxylic acid tert-butyl ester